Cl.N[C@@H]1C[C@H]([C@@H](C1)C(=O)N1CCOCC1)C1=CC=C(C=C1)Cl [(1R,2R,4R)-4-amino-2-(4-chlorophenyl)cyclopentyl]-morpholino-methanone hydrochloride